(±)-2-amino-2-(3-(trifluoromethyl)phenyl)ethan-1-ol N[C@@H](CO)C1=CC(=CC=C1)C(F)(F)F |r|